n-pentyl-(dimethylsilyloxy)[(dimethylsiloxy)dimethylsiloxy]silane tert-butyl-3,3-difluoro-4-(((trifluoromethyl)sulfonyl)oxy)-3,6-dihydropyridine-1(2H)-carboxylate C(C)(C)(C)OC(=O)N1CC(C(=CC1)OS(=O)(=O)C(F)(F)F)(F)F.C(CCCC)[SiH](O[Si](C)(C)O[SiH](C)C)O[SiH](C)C